4-((4-hydroxy-2-methylimidazo[4,5-c]pyridin-3-yl)methyl)phenylboronic acid OC1=NC=CC2=C1N(C(=N2)C)CC2=CC=C(C=C2)B(O)O